(R)-2-methyl-N-[(1E)-1-[3-nitro-5-(trifluoromethyl)phenyl]ethylidene]propane-2-sulfinamide CC(C)(C)[S@@](=O)/N=C(\C)/C1=CC(=CC(=C1)C(F)(F)F)[N+](=O)[O-]